ClC1=C(C(=CC=C1[N+](=O)[O-])NC1CC1)N 3-Chloro-N1-cyclopropyl-4-nitrobenzene-1,2-diamine